CC1=NC(=CC=C1N1CCN(CC1)CC=1C=CC=2C3=C(C(NC2C1)=O)COCC3)C(NC)=O 8-((4-(2-methyl-6-(methylcarbamoyl)pyridin-3-yl)piperazin-1-yl)methyl)-1,2,4,6-tetrahydro-5H-pyrano[3,4-c]quinolin-5-one